N1C=C(C2=CC=CC(=C12)C(=O)O)C(=O)O 1H-indole-3,7-dicarboxylic acid